NC1=NC=CC2=C1C(=CN2[C@@H]2CN(CC2)C(C=C)=O)C#CC2=C(C(=CC(=C2F)OC)OC)F (S)-1-(3-(4-amino-3-((2,6-difluoro-3,5-dimethoxyphenyl)ethynyl)-1H-pyrrolo[3,2-c]pyridin-1-yl)pyrrolidin-1-yl)prop-2-en-1-one